2,3-dioxirane C1OO1